C(C)OC1=CC(=CC(=N1)N1C(C2=CC(=CC(=C2C1)C(F)(F)F)COCCO)=O)C1=C(C=C(C=C1)F)C1=NN=CN1C 2-(6-Ethoxy-4-(4-fluoro-2-(4-methyl-4H-1,2,4-triazol-3-yl)phenyl)pyridin-2-yl)-6-((2-hydroxyethoxy)methyl)-4-(trifluoromethyl)isoindolin-1-one